bisphenol A bis(diphenyl phosphite) C1(=CC=CC=C1)P(O)(O)(O)C1=CC=CC=C1.C1(=CC=CC=C1)P(O)(O)(O)C1=CC=CC=C1.OC1=CC=C(C=C1)C(C)(C)C1=CC=C(C=C1)O